2-amino-N-Boc-5,6,7,8-tetrahydronaphthyridine NC1N(C=2NCCCC2C=C1)C(=O)OC(C)(C)C